C(#N)C=1C=NN(C1)[C@@H]1C[C@@H](N(CC1)CC1=C2C=CNC2=C(C=C1OC)C)C1=CC=C(C(=O)O)C=C1 4-((2R,4S)-4-(4-cyano-1H-pyrazol-1-yl)-1-((5-methoxy-7-methyl-1H-indol-4-yl)methyl)piperidin-2-yl)benzoic acid